S1C(=CC=C1)C=1C=C(C2=CC=CC=C2C1)C1(CC1)C1=C(C(=O)N)C=CC=C1 (1-(3-(thiophen-2-yl)naphthalen-1-yl)cyclopropyl)benzamide